FC(OC1=C(C(=O)NCC2=NNC(=N2)C2=C(C(=CC=C2)O)O)C=CC=C1)F 2-(difluoromethoxy)-N-((5-(2,3-dihydroxyphenyl)-1H-1,2,4-triazol-3-yl)methyl)benzamide